2-((S)-1-(4-(6-((4-cyano-2-fluorobenzyl)oxy)-4-(trifluoromethyl)pyridin-2-yl)piperazin-1-yl)ethyl)-1-(((S)-oxetan-2-yl)methyl)-1H-benzo[d]imidazole-6-carboxylic acid methyl ester COC(=O)C=1C=CC2=C(N(C(=N2)[C@H](C)N2CCN(CC2)C2=NC(=CC(=C2)C(F)(F)F)OCC2=C(C=C(C=C2)C#N)F)C[C@H]2OCC2)C1